tert-butyl 4-(7-benzyl-3-cyano-2-((1-methylpiperidin-4-yl)amino)-5,6,7,8-tetrahydro-1,7-naphthyridin-4-yl)piperazine-1-carboxylate C(C1=CC=CC=C1)N1CCC=2C(=C(C(=NC2C1)NC1CCN(CC1)C)C#N)N1CCN(CC1)C(=O)OC(C)(C)C